FC1(CCC(CC1)C1=C(C(=O)OC(C)(C)C)C(=CC=C1)OCC1CN(CC12CN(C2)C(=O)[C@@H]2C(C2)(C)C)C(=O)C=2C=NN(C2)CC2=CC=C(C=C2)F)F tert-butyl 2-(4,4-difluorocyclohexyl)-6-((2-((S)-2,2-dimethylcyclopropane-1-carbonyl)-6-(1-(4-fluorobenzyl)-1H-pyrazole-4-carbonyl)-2,6-diazaspiro[3.4]octan-8-yl)methoxy)benzoate